ClC1=C(C=C(C=C1)NNC1=CC=CC=C1)C 1-(4-chloro-3-methylphenyl)-2-phenylhydrazine